Cl\C(=C/[C@@H]1C([C@@H]1C(=O)OCC1=C(C(=C(C(=C1C)F)C)F)C)(C)C)\C(F)(F)F 3,5-difluoro-2,4,6-trimethylbenzyl (1R)-cis-3-[(Z)-2-chloro-3,3,3-trifluoro-1-propenyl]-2,2-dimethylcyclopropanecarboxylate